2-(3-benzoyl-phenyl)propionic acid C(C1=CC=CC=C1)(=O)C=1C=C(C=CC1)C(C(=O)O)C